[Fe+2].[Al+3].C(C)(C)NC1=NC(=NC=C1CO)SC (4-(isopropylamino)-2-(methylthio)pyrimidin-5-yl)methanol aluminum-iron (II)